6-(1,3-dimethyl-1H-pyrazol-4-yl)-7-methoxy-4-(1-methyl-3-phenyl-1H-pyrazol-4-yl)quinazoline CN1N=C(C(=C1)C=1C=C2C(=NC=NC2=CC1OC)C=1C(=NN(C1)C)C1=CC=CC=C1)C